9-Hexadecenal C(CCCCCCCC=CCCCCCC)=O